2-hydroxy-3-chloropropionyl phosphate sodium salt [Na+].P(=O)(OC(C(CCl)O)=O)([O-])[O-].[Na+]